NC1=C2C(=C3C(=N1)C=C(N3)C(=O)N(C)[C@H]3CN(CC1=CC(=CC=C31)C(F)(F)F)C(=O)C3CC3)COC2 (R)-5-amino-N-(2-(cyclopropanecarbonyl)-7-(trifluoromethyl)-1,2,3,4-tetrahydroisoquinolin-4-yl)-N-methyl-6,8-dihydro-1H-furo[3,4-d]pyrrolo[3,2-b]pyridine-2-carboxamide